CN1C(C(=CC2=C1N=CN=C2)C2CN(CCC2)C)=O 8-methyl-6-(1-methylpiperidin-3-yl)pyrido[2,3-d]pyrimidin-7(8H)-one